8-Bromo-2-(isoindolin-2-yl)-3-(tetrahydro-2H-pyran-4-yl)-6-(trifluoromethyl)quinazolin-4(3H)-one BrC=1C=C(C=C2C(N(C(=NC12)N1CC2=CC=CC=C2C1)C1CCOCC1)=O)C(F)(F)F